N1=C(C=CC=C1)N1C(=CC2=CC(=CC=C12)OC)C(C=C)O 1-(2-pyridyl)-2-(1-hydroxyallyl)-5-methoxyindole